3-{5-[(3-Chloro-2-fluorophenyl)sulfanyl]-2-methylpyrimidin-4-yl}-5-(2-chloro-4-methylbenzyl)-5,6-dihydro-4H-1,2,4-oxadiazine ClC=1C(=C(C=CC1)SC=1C(=NC(=NC1)C)C1=NOCC(N1)CC1=C(C=C(C=C1)C)Cl)F